3-triethoxysilylpropylsulfanyltrimethoxysilane C(C)O[Si](CCCS[Si](OC)(OC)OC)(OCC)OCC